ClC1=NC=C(C(=C1)N)C=1N=CN(C1)COCC[Si](C)(C)C 2-chloro-5-(1-((2-(trimethylsilyl)ethoxy)methyl)-1H-imidazol-4-yl)pyridin-4-amine